C1(=CC=CC=C1)C1CC(C1)C1=NC(=NO1)[C@@H]1CC12CCN(CC2)S(=O)(=O)N (1R)-1-[5-(3-phenylcyclobutyl)-1,2,4-oxadiazol-3-yl]-6-azaspiro[2.5]octane-6-sulfonamide